C(C)(C)(C)OC(=O)N1CC(CC1)CCNCC1=CC(=C(C=C1)OC(F)(F)F)Cl.C(=O)(O)C1=C(C(=C(C=C1)C1=CC=CC=C1)C(=O)O)C(=O)O tricarboxyl-biphenyl tert-Butyl-3-(2-((3-chloro-4-(trifluoromethoxy)benzyl)amino)ethyl)pyrrolidine-1-carboxylate